(3S)-N-[4-(3-cyanophenyl)-5-(2,6-dimethyl-4-pyridinyl)thiazol-2-yl]-3-(hydroxymethyl)morpholine-4-carboxamide C(#N)C=1C=C(C=CC1)C=1N=C(SC1C1=CC(=NC(=C1)C)C)NC(=O)N1[C@H](COCC1)CO